(S)-N-(5-(5-(3,3-difluoro-2-hydroxypropyl)-1,2,4-oxadiazol-3-yl)-2-methylphenyl)-7-(4-hydroxybutoxy)imidazo[1,2-a]pyridine-3-carboxamide FC([C@H](CC1=NC(=NO1)C=1C=CC(=C(C1)NC(=O)C1=CN=C2N1C=CC(=C2)OCCCCO)C)O)F